4-cyclopropyl-2-(4-fluoro-2-hydroxyphenoxy)-N-(2-methoxypyridin-4-yl)-5-(trifluoromethyl)benzamide C1(CC1)C1=CC(=C(C(=O)NC2=CC(=NC=C2)OC)C=C1C(F)(F)F)OC1=C(C=C(C=C1)F)O